N-((4S,5S)-3-((R)-1-cyanamidoethyl)-7-ethyl-4-(4-fluorophenyl)-6-oxo-1-phenyl-4,5,6,7-tetrahydro-1H-pyrazolo[3,4-b]pyridin-5-yl)-3-(trifluoromethyl)benzamide N(C#N)[C@H](C)C1=NN(C=2N(C([C@H]([C@H](C21)C2=CC=C(C=C2)F)NC(C2=CC(=CC=C2)C(F)(F)F)=O)=O)CC)C2=CC=CC=C2